C(C)OC(=O)C=1C(=NNC1C)OC1=CC=C(C=C1)C#CCC1CC1 3-(4-(3-Cyclopropylprop-1-ynyl)phenoxy)-5-methyl-1H-pyrazole-4-carboxylic acid ethyl ester